Perfluoro-butyl-sulfonamide FC(C(C(C(F)(F)F)(F)F)(F)F)(S(=O)(=O)N)F